N1(C=NC=C1)C(OC(COC1=CC=C(C=C1)OC)C(C)(C)C)=S O-[1-(4-methoxyphenoxy)-3,3-dimethylbut-2-yl] 1H-imidazole-1-thiocarboxylate